ClC=1C(=C(C=CC1)NC1=C(NC2=C1C(NCC2)=O)C2=C(C=NC=C2)OC[C@@H]2N(CC2)S(=O)(=O)C)OC 3-[(3-chloro-2-methoxyphenyl)amino]-2-(3-{[(2R)-1-methanesulfonylazetidin-2-yl]methoxy}pyridin-4-yl)-1H,5H,6H,7H-pyrrolo[3,2-c]pyridin-4-one